1-[([1,1'-Biphenyl]-4-yl)oxy]-3-(2-methyl-1H-imidazol-1-yl)propan-2-ol C1(=CC=C(C=C1)OCC(CN1C(=NC=C1)C)O)C1=CC=CC=C1